ClC1=C(N=C2C(=N1)N(N=C2I)C2OCCCC2)C 6-chloro-3-iodo-5-methyl-1-(tetrahydro-2H-pyran-2-yl)-1H-pyrazolo[3,4-b]pyrazine